phosphoric acid (pyrophosphate) OP(O)(=O)OP(=O)(O)O.P(O)(O)(O)=O